O1COC2=C1C=CC(=C2)C2NC1=CC=C(C=C1CC2)OC 2-(benzo[d][1,3]dioxol-5-yl)-6-methoxy-1,2,3,4-tetrahydroquinolin